(S,Z)-(2-(Hydroxymethyl)-4-(methoxyimino)pyrrolidin-1-yl)(5-(o-tolyl)pyridin-2-yl)methanone OC[C@H]1N(C\C(\C1)=N/OC)C(=O)C1=NC=C(C=C1)C1=C(C=CC=C1)C